FC(C1=CC=C2C(=CNC2=C1N1N=CC=N1)S(=O)(=O)NC1=NC(=C(C(=N1)OC)OCCF)OC)F 6-(difluoromethyl)-N-[5-(2-fluoroethoxy)-4,6-dimethoxy-pyrimidin-2-yl]-7-(triazol-2-yl)-1H-indole-3-sulfonamide